FC([C@@](C(=O)O)(C1=CC=CC=C1)OC)(F)F (S)-3,3,3-trifluoro-2-methoxy-2-phenylpropanoic acid